chloro-6-(methoxymethoxy)naphthalene ClC1=CC=CC2=CC(=CC=C12)OCOC